O1C(=NN=C1)C1=C(CN2CCN(CC2)C(=O)N2N=C(C=C2)C(=O)O)C=CC(=C1)OC(F)(F)F 1-(4-(2-(1,3,4-oxadiazol-2-yl)-4-(trifluoromethoxy)benzyl)piperazine-1-carbonyl)-1H-pyrazole-3-carboxylic acid